3-((5H-imidazo[5,1-a]isoindol-5-yl)methyl)azetidin-3-ol C=1N=CN2C1C1=CC=CC=C1C2CC2(CNC2)O